FC(OC=1C=C(COC2=CC=CC3=C2C(=NO3)NC=3C=NC=CC3)C=CC1)(F)F 4-(3-trifluoromethoxybenzyloxy)-3-(pyridin-3-ylamino)benzo[d]isoxazole